CN(C)C1=CC=2N(C=C1)C=C(N2)C2=CC=C(C=C2)C N,N-Dimethyl-(2-p-tolyl-imidazo[1,2-a]pyridin-7-yl)-amine